n-propyl alcohol CCCO